Cl.Cl.C[C@@H]1CN(CCN1)C=1N=NC(=CN1)C1=C(C=C(C=C1)C=1C=NNC1)O 2-{3-[(3R)-3-methylpiperazin-1-yl]-1,2,4-triazin-6-yl}-5-(1H-pyrazol-4-yl)phenol dihydrochloride